(2R)-2-[6-chloro-1-methanesulfonylpyrrolo[3,2-c]pyridin-2-yl]-1-methylpiperidine ClC1=CC2=C(C=N1)C=C(N2S(=O)(=O)C)[C@@H]2N(CCCC2)C